1-(2-(isoxazol-3-ylamino)-2-oxoethyl)-1-(2-((4-methyl-2-(piperazine-1-carbonyl)thiophen-3-yl)amino)-2-oxoethyl)azepan-1-ium chloride hydrochloride Cl.[Cl-].O1N=C(C=C1)NC(C[N+]1(CCCCCC1)CC(=O)NC1=C(SC=C1C)C(=O)N1CCNCC1)=O